[Si](C1=CC=CC=C1)(C1=CC=CC=C1)(C(C)(C)C)O[C@H]1C[C@H](CC1)N1N=C(N=C1)NC(CC1=CC(=NO1)C)=O N-(1-((1S,3R)-3-((tert-butyldiphenylsilyl)oxy)cyclopentyl)-1H-1,2,4-triazol-3-yl)-2-(3-methylisoxazol-5-yl)acetamide